C(C)(=O)OC(CN1CCC(CC1)NC1=C2C=C(N(C2=CC=C1)CC(F)(F)F)C#CCNC1=C(C=C(C=C1)S(=O)(=O)C)OC)C 1-{4-[(2-{3-[(4-methanesulfonyl-2-methoxyphenyl)amino]prop-1-yn-1-yl}-1-(2,2,2-trifluoroethyl)-1H-indol-4-yl)amino]piperidin-1-yl}propan-2-yl acetate